C(C1=CC=CC=C1)OC1=C(C(=O)N(C2=CC=C(C=C2)I)CC2=CC=C(C(=O)OC)C=C2)C=C(C(=C1)OCC1=CC=CC=C1)C(C)C methyl 4-((2,4-bis(benzyloxy)-N-(4-iodophenyl)-5-isopropylbenzamido)methyl)benzoate